(2-(2-(2-(2-aminoethoxy)ethoxy)ethoxy)ethyl)-2-((6-((((3-(6-hydroxy-3-oxoisoindolin-1-yl)-1H-indol-2-yl)methyl)amino)methyl)-1H-indol-1-yl)methyl)isonicotinamide NCCOCCOCCOCCC1=C(C(=O)N)C=CN=C1CN1C=CC2=CC=C(C=C12)CNCC=1NC2=CC=CC=C2C1C1NC(C2=CC=C(C=C12)O)=O